rac-(R)-(4-fluorophenyl)(1-(2-methoxyethyl)-8-methyl-3-(3-methyl-1,2,4-thiadiazol-5-yl)-5,6-dihydroimidazo[1,5-a]pyrazin-7(8H)-yl)methanone FC1=CC=C(C=C1)C(=O)N1[C@@H](C=2N(CC1)C(=NC2CCOC)C2=NC(=NS2)C)C |r|